C1(=CC=C(C=C1)NC=1C=CC=2NC3=CC=CC=C3C2C1C1=CC=CC=C1)C1=CC=CC=C1 N-(biphenyl-4-yl)-N-(4-phenyl-9H-carbazol-3-yl)amine